CN1CCN(CCC1)CC(=O)NC=1N=CC2=CC=C(C=C2C1)C=1C=NN(C1)C 2-(4-methyl-1,4-diazepan-1-yl)-N-(6-(1-methyl-1H-pyrazol-4-yl)isoquinolin-3-yl)acetamide